C(C)(C)(C)OC(=O)N(C)CC1=CN=C2N1C=C(C=C2)C2=C(OCCC=1C(=NN(C1C)C)C(=O)OCC)C=C(C=C2)F ethyl 4-(2-(2-(3-(((tert-butoxycarbonyl)(methyl)amino)methyl)imidazo[1,2-a]pyridin-6-yl)-5-fluorophenoxy)ethyl)-1,5-dimethyl-1H-pyrazole-3-carboxylate